O1C(OCC1)C=1C=C(C=CC1)N1C[C@H](N([C@H](C1)C)C(=O)OC(C)(C)C)C tert-butyl (2R,6S)-4-(3-(1,3-dioxolan-2-yl)phenyl)-2,6-dimethylpiperazin-1-carboxylate